(3,5-difluorophenyl)pyrimidine-2,4,6(1h,3h,5h)-trione FC=1C=C(C=C(C1)F)N1C(NC(CC1=O)=O)=O